cyclohexyl(piperazin-1-yl)methanone HCl Cl.C1(CCCCC1)C(=O)N1CCNCC1